4-(1-(4-((5-chloro-3-fluoropyridin-2-yl)oxy)-3-fluorophenyl)-1H-1,2,3-triazol-4-yl)butane-1,3-diol hydrochloride Cl.ClC=1C=C(C(=NC1)OC1=C(C=C(C=C1)N1N=NC(=C1)CC(CCO)O)F)F